CN1N=C(C2=CC=C(C=C12)[C@@H]1C[C@@H](N(CC1)CC1CCNCC1)C)C1C(NC(CC1)=O)=O 3-[1-Methyl-6-[(2S,4S)-2-methyl-1-(4-piperidinylmethyl)-4-piperidinyl]indazol-3-yl]piperidine-2,6-dione